COC(=O)C1=NC=CC(=C1F)NC(=O)[C@@H]1O[C@]([C@H]([C@H]1C1=C(C(=C(C=C1)F)F)OC)C)(C(F)(F)F)C 4-[[(2r,3s,4s,5r)-3-(3,4-difluoro-2-methoxy-phenyl)-4,5-dimethyl-5-(trifluoromethyl)tetrahydrofuran-2-carbonyl]amino]-3-fluoro-pyridine-2-carboxylic acid methyl ester